NC=1N=C(C2=C(N1)C=NN2CC2=C(C=CC(=C2)CN2CC(C2)OC)OC)NCC[C@H](O)C2CC2 (1S)-3-{[5-amino-1-({2-methoxy-5-[(3-methoxy-azetidin-1-yl)methyl]phenyl}-methyl)-1H-pyrazolo[4,3-d]pyrimidin-7-yl]amino}-1-cyclopropylpropan-1-ol